N-(1,1-dimethylsilinan-4-yl)-4-methoxy-1H-pyrrolo[2,3-c]pyridine-2-carboxamide C[Si]1(CCC(CC1)NC(=O)C1=CC=2C(=CN=CC2OC)N1)C